(1r,2'S,4S)-2'-(1-benzofuran-2-yl)-4-(3-chloroanilino)-2',3'-dihydrospiro[cyclohexane-1,1'-indene]-4-carboxylic acid O1C(=CC2=C1C=CC=C2)[C@@H]2C1(C3=CC=CC=C3C2)CCC(CC1)(C(=O)O)NC1=CC(=CC=C1)Cl